FC1=C(C(=CC=C1)[N+](=O)[O-])N1CCC2(CC2)CC1 6-(2-fluoro-6-nitro-phenyl)-6-azaspiro[2.5]octane